3,5,7,8-Tetrahydro-2-[4-(trifluoromethyl)phenyl]-4H-thiopyrano[4,3-d]pyrimidin-4-on FC(C1=CC=C(C=C1)C=1NC(C2=C(N1)CCSC2)=O)(F)F